OCCCOC1CCN(CC1)C(=O)OC(C)(C)C tert-butyl 4-(3-hydroxypropoxy)piperidine-1-carboxylate